6-(4-aminophenyl)-3-{5-[(2,3-difluoro-6-methoxyphenyl)methoxy]-2-fluoro-4-methoxyphenyl}-2,4-dioxo-1H-thieno[2,3-d]pyrimidine-5-carboxylic acid NC1=CC=C(C=C1)C1=C(C2=C(NC(N(C2=O)C2=C(C=C(C(=C2)OCC2=C(C(=CC=C2OC)F)F)OC)F)=O)S1)C(=O)O